O1CCN(CC1)C1=CN=CC(=N1)C(CC(=O)O)N1N=CC2=CC(=CC=C12)OCCC1=NC=2NCCCC2C=C1 3-(6-morpholinopyrazin-2-yl)-3-(5-(2-(5,6,7,8-tetrahydro-1,8-naphthyridin-2-yl)ethoxy)-1H-indazol-1-yl)propanoic acid